NC(C(=O)OC)CC1=NNC=C1 methyl 2-amino-3-(1H-pyrazol-3-yl)propanoate